Ethyl (E)-4-[4-(7-Chloro-2-methoxy-10,11-dihydro-dibenzo[b,f]azepin-5-yl)-butylamino]-but-2-enoate maleate C(\C=C/C(=O)O)(=O)O.ClC1=CC2=C(CCC3=C(N2CCCCNC/C=C/C(=O)OCC)C=CC(=C3)OC)C=C1